O1CCC(CC1)C(C)=O 1-tetrahydropyran-4-yl-ethanone